NC1=C(C=CC(=C1)OC)N1CCN(CC1)C(NC1=CC=C(C=C1)[N+](=O)[O-])=S 4-(2-amino-4-methoxyphenyl)-N-(4-nitrophenyl)piperazine-1-thiocarboxamide